2-chloro-4-(1H-indol-1-yl)-7-((2-(trimethylsilyl)ethoxy)methyl)-7H-pyrrolo[2,3-d]pyrimidine ClC=1N=C(C2=C(N1)N(C=C2)COCC[Si](C)(C)C)N2C=CC1=CC=CC=C21